OCC1C(N(CCO1)C=1N=NC(=CC1)C1=C(C=C(C=C1C)C(F)(F)F)O)=O 2-(hydroxymethyl)-4-[6-[2-hydroxy-6-methyl-4-(trifluoromethyl)phenyl]pyridazin-3-yl]morpholin-3-one